2-amino-4-(6-(6-((5-chloropyridin-2-yl)methyl)-3,6-diazabicyclo[3.1.1]Heptane-3-yl)pyridin-3-yl)-6-ethoxypyrazolo[1,5-a]Pyridine-3-carbonitrile NC1=NN2C(C(=CC(=C2)OCC)C=2C=NC(=CC2)N2CC3N(C(C2)C3)CC3=NC=C(C=C3)Cl)=C1C#N